tert-butyl (4R)-2-[7-[2-[2-[tert-butyl(dimethyl)silyl]oxyethoxy]-4,6-difluoro-phenyl]-4-hydroxy-thieno[3,2-c]pyridin-6-yl]-4-methyl-6,7-dihydro-4H-pyrazolo[1,5-a]pyrazine-5-carboxylate [Si](C)(C)(C(C)(C)C)OCCOC1=C(C(=CC(=C1)F)F)C=1C2=C(C(=NC1C1=NN3C([C@H](N(CC3)C(=O)OC(C)(C)C)C)=C1)O)C=CS2